5-bromo-6-fluoro-N1-methylbenzene-1,2-diamine BrC1=CC=C(C(=C1F)NC)N